3-((1H-benzo[d]imidazol-2-yl)(5-fluoro-2-(methoxymethoxy)-phenyl)methyl)-6-(4-(1-methylpiperidin-4-yl)phenyl)pyrido[3,2-d]pyrimidin-4(3H)-one N1C(=NC2=C1C=CC=C2)C(N2C=NC1=C(C2=O)N=C(C=C1)C1=CC=C(C=C1)C1CCN(CC1)C)C1=C(C=CC(=C1)F)OCOC